(1-(benzo[c]isothiazol-3-yl)piperidin-4-yl)-1-(2-(dimethylamino)-2-oxoethyl)-1H-imidazole-4-carboxamide N=1SC(=C2C1C=CC=C2)N2CCC(CC2)C=2N(C=C(N2)C(=O)N)CC(=O)N(C)C